ethyl (2-(3-(5-((1-cyclopropyl-2,2,2-trifluoroethyl)carbamoyl)-1H-pyrazol-3-yl)phenyl)oxazole-5-carbonyl)-L-valinate C1(CC1)C(C(F)(F)F)NC(=O)C1=CC(=NN1)C=1C=C(C=CC1)C=1OC(=CN1)C(=O)N[C@@H](C(C)C)C(=O)OCC